(3-(2-methoxy-5-morpholinophenyl)isoxazole-5-yl)methanol COC1=C(C=C(C=C1)N1CCOCC1)C1=NOC(=C1)CO